BrC=1C=C(C2=C(N(C(N2)=O)C=2SC(=NN2)C(F)F)C1)N1C[C@@H](N(CC1)C(=O)OC(C)(C)C)C tert-butyl (S)-4-(6-bromo-1-(5-(difluoromethyl)-1,3,4-thiadiazol-2-yl)-2-oxo-2,3-dihydro-1H-benzo[d]imidazol-4-yl)-2-methylpiperazine-1-carboxylate